BrC(C(C)Br)OC(C(C)Br)Br 1,2-dibromopropyl ether